tert-butyl (R)-3-(((2-((S)-1-amino-5-(tert-butoxy)-1,5-dioxopentan-2-yl)-5-bromo-1-oxoisoindolin-4-yl)oxy)methyl)piperazine-1-carboxylate NC([C@H](CCC(=O)OC(C)(C)C)N1C(C2=CC=C(C(=C2C1)OC[C@H]1CN(CCN1)C(=O)OC(C)(C)C)Br)=O)=O